C[C@H]1CN(CCN1)C(=O)OC(C)(C)C |r| tert-butyl rac-(3S)-3-methylpiperazine-1-carboxylate